N-benzyl-N-(N-(tert-butoxycarbonyl)-O-methyl-D-seryl)-L-alanine methyl ester COC([C@@H](N(C([C@H](NC(=O)OC(C)(C)C)COC)=O)CC1=CC=CC=C1)C)=O